FC=1C=CC(=C(C(=O)O)C1)NC1=CC=C(C=C1)OC 5-Fluoro-2-((4-methoxyphenyl)amino)benzoic acid